S(=O)(=O)(O)O.C(CCCCCCCCCCC)OC1=CC=CC=C1 laurylphenyl ether sulfate